C(C)(CC)N(CCC1=CNC2=CC=C(C=C12)F)C1CC1 N-(sec-butyl)-N-(2-(5-fluoro-1H-indol-3-yl)ethyl)cyclopropylamine